CCCCCCCCCCCCCCCCC[C@H]([C@H](COP(=O)([O-])OC1[C@@H]([C@H](C([C@H]([C@H]1O)O)O)O)O)NC(=O)CCCCCCCCCCCCCCC)O The molecule is an inositol C20 phosphodihydroceramide(1-) in which the N-acyl group is specified as hexadecanoyl; major species at pH 7.3. It is an inositol C20 phosphodihydroceramide(1-) and an Ins-1-P-Cer-A 36:0(1-).